C1(CC1)[C@@H](C)OC(=O)NC=1C(=NOC1C1=CC=C(C=C1)C12COC(CC1)(CC2)CC(=O)O)C 2-(4-(4-(4-((((R)-1-cyclopropyl-ethoxy)carbonyl)amino)-3-methyl-isoxazol-5-yl)phenyl)-2-oxabicyclo[2.2.2]octan-1-yl)acetic acid